F[C@H]1CN(CC[C@H]1NC=1C=2N(C=CC1)C(=C(N2)C#CCNC2=C(C=C(C(=O)NC)C=C2)OC)SC(F)(F)F)C 4-{[3-(8-{[(3S,4R)-3-fluoro-1-methylpiperidin-4-yl]amino}-3-[(trifluoromethyl)sulfanyl]imidazo[1,2-a]pyridin-2-yl)prop-2-yn-1-yl]amino}-3-methoxy-N-methylbenzamide